NC1=C(C=C(C(=C1)C(F)(F)F)C1=CC(=C(C=C1C(F)(F)F)N)O)O 4,4'-diamino-6,6'-bis(trifluoromethyl)-[1,1'-biphenyl]-3,3'-diol